FC1(CCN(CC1)C1=C(C=CC=C1)[N+](=O)[O-])COC(F)(F)F 4-fluoro-1-(2-nitrophenyl)-4-[(trifluoromethoxy)methyl]piperidine